4-[di(dodecyl)amino]butanoic acid C(CCCCCCCCCCC)N(CCCC(=O)O)CCCCCCCCCCCC